C(C\C=C/CCCCC)OC(CCCCC(=O)OCCCCCCN(CCCCCCCC(=O)OCCCCCCCCC)CCO)OCC\C=C/CCCCC nonyl 8-((6-((6,6-bis(((Z)-non-3-en-1-yl)oxy)hexanoyl)oxy)hexyl)(2-hydroxyethyl)amino)octanoate